(5-isopropyl-1H-pyrazol-3-yl)[(1R,5S,6r)-6-(1H-tetrazol-5-yl)-3-azabicyclo[3.1.0]Hex-3-yl]Ketone C(C)(C)C1=CC(=NN1)C(=O)N1C[C@H]2C([C@H]2C1)C1=NN=NN1